N-[(3R)-5-(4-cyanobenzyl)-8-fluoro-7-[[(3-hydroxy-2,2-dimethyl-propanoyl)amino]carbamoyl]-4-keto-2,3-dihydro-1,5-benzothiazepin-3-yl]carbamic acid tert-butyl ester C(C)(C)(C)OC(N[C@H]1CSC2=C(N(C1=O)CC1=CC=C(C=C1)C#N)C=C(C(=C2)F)C(NNC(C(CO)(C)C)=O)=O)=O